3-oxo-cholest-4-en O=C1C=C2CC[C@H]3[C@@H]4CC[C@H]([C@@H](CCCC(C)C)C)[C@]4(CC[C@@H]3[C@]2(CC1)C)C